O=C1NC(CCC1N1C(C2=CC(=C(C=C2C1=O)F)CNC1=C(C=C(C(=C1)OC)NC1=NC=CC(=N1)C1=CN(C2=CC=CC=C12)C)[N+](=O)[O-])=O)=O 2-(2,6-dioxopiperidin-3-yl)-5-fluoro-6-(((5-methoxy-4-((4-(1-methyl-1H-indol-3-yl)pyrimidin-2-yl)amino)-2-nitrophenyl)amino)methyl)isoindoline-1,3-dione